(2R)-2-amino-N-[(1R)-1-[3-(difluoromethoxy)phenyl]ethyl]-3-hydroxypropanamide N[C@@H](C(=O)N[C@H](C)C1=CC(=CC=C1)OC(F)F)CO